COC(C1=C(C(=CC=C1)F)SCC1=CC=C(C=C1)OC)=O 3-fluoro-2-[(4-methoxyphenyl)methylsulfanyl]benzoic acid methyl ester